2-Amino-6-(dimethylamino)pyridin NC1=NC(=CC=C1)N(C)C